CC1(OB(OC1(C)C)C=1C=NN(C1)C(=O)O)C 4-(4,4,5,5-tetramethyl-1,3,2-dioxaborolan-2-yl)-1H-pyrazole-1-carboxylic acid